C1(CC1)C=1C=CC(=NC1F)C(NC(=O)C1N(CC(C1)F)C(CN1N=NC=C1N(CC)CC)=O)C1=CC=CC=C1 N-[(5-cyclopropyl-6-fluoropyridin-2-yl)(phenyl)methyl]-1-{2-[5-(diethylamino)-1H-1,2,3-triazol-1-yl]acetyl}-4-fluoropyrrolidine-2-carboxamide